N1(N=CN=C1)C=1C=C(C=CC1)CN (3-(1H-1,2,4-triazol-1-yl)phenyl)methanamine